10H-9-oxa-10-phosphaphenanthren-10-oxide C1=CC=CC=2C3=CC=CC=C3OP(C12)=O